2-((5-Acrylamido-2-methoxy-6-(piperazin-1-yl)pyridin-3-yl)amino)-4-(1-methyl-1H-indol-3-yl)pyrimidine-5-carboxylic acid isopropyl ester C(C)(C)OC(=O)C=1C(=NC(=NC1)NC=1C(=NC(=C(C1)NC(C=C)=O)N1CCNCC1)OC)C1=CN(C2=CC=CC=C12)C